NC1=CC(=C(C(=C1NC(CC1=CC=C(C=C1)S(=O)(=O)CC)=O)Cl)Br)Cl N-(6-amino-3-bromo-2,4-dichlorophenyl)-2-(4-(ethylsulfonyl)phenyl)acetamide